[NH4+].N1C=NC=2C=CC=3C=CC=NC3C21 imidazoquinoline ammonium salt